NC1=C(SC=2N=C(SC21)C)C(=O)NC2CC=1C(=CC(=NC1CC2)N2CC(C(C2)C(COC)(F)F)N)F 6-amino-N-{2-[3-amino-4-(1,1-difluoro-2-methoxyethyl)pyrrolidin-1-yl]-4-fluoro-5,6,7,8-tetrahydroquinolin-6-yl}-2-methylthieno[2,3-d][1,3]thiazole-5-carboxamide